[2-[bis[(4-methoxyphenyl)methyl]amino]-6-methoxy-pyrimidin-4-yl]methanol COC1=CC=C(C=C1)CN(C1=NC(=CC(=N1)CO)OC)CC1=CC=C(C=C1)OC